F[C@H]1CN(CC[C@H]1NC1=NN2C(C(=N1)OC)=C(C=C2)C=2C=CC1=C(N(N=N1)C[C@@H](C)F)C2)C2COC2 N-((3S,4R)-3-fluoro-1-(oxetan-3-yl)piperidin-4-yl)-5-(1-((R)-2-fluoropropyl)-1H-benzo[d][1,2,3]triazol-6-yl)-4-methoxypyrrolo[2,1-f][1,2,4]triazin-2-amine